2-(2-(1H-imidazol-1-yl)-1-methyl-1H-indol-6-yl)-N-(4-(1H-pyrazol-4-yl)phenyl)pyrimidin-4-amine N1(C=NC=C1)C=1N(C2=CC(=CC=C2C1)C1=NC=CC(=N1)NC1=CC=C(C=C1)C=1C=NNC1)C